ClCC1=CC=C(C=C1)CCC1=CC=CC=C1 4-(chloromethyl)-1,2-diphenylethane